6-(4-methylpiperazin-1-yl)phthalazin-1(2H)-one CN1CCN(CC1)C=1C=C2C=NNC(C2=CC1)=O